1-(1-(tert-butoxycarbonyl)piperidin-4-yl)-2-oxopyrrolidine-3-carboxylic acid C(C)(C)(C)OC(=O)N1CCC(CC1)N1C(C(CC1)C(=O)O)=O